C(CCCCCCCCC)OC1=C(C(=CC=C1)OCCCCCCCCCC)OCCCCCCCCCC 1,2,3-Trin-decyloxybenzene